CN(C=1C(=CC2=C(OCCN2C)N1)S(=O)(=O)N1CCC2(C[C@H](CO2)NC[C@@H](COC=2C=C(C=CC2)S(=O)(=O)NC)O)CC1)C 3-((S)-3-((R)-8-(6-(dimethylamino)-1-methyl-2,3-dihydro-1H-pyrido[2,3-b][1,4]oxazin-7-ylsulfonyl)-1-oxa-8-azaspiro[4.5]dec-3-ylamino)-2-hydroxypropoxy)-N-methylbenzenesulfonamide